[Cl-].C(CCC)[N+](CCCO)(C)C butyl-dimethyl-hydroxypropyl-ammonium chloride